5-([1,2,4]triazolo[1,5-a]pyridin-6-yl)-N-((4,4-difluorocyclohexyl)methyl)-7H-pyrrolo[2,3-d]pyrimidin-2-amine N=1C=NN2C1C=CC(=C2)C2=CNC=1N=C(N=CC12)NCC1CCC(CC1)(F)F